ethylene glycol diacrylate (ethylenediacrylate) C(CC=CC(=O)O)C=CC(=O)O.C(C=C)(=O)O.C(C=C)(=O)O.C(CO)O